6-hydroxy-4-(6-(4-((6-methoxypyridin-3-yl)methyl)piperazin-1-yl)pyridin-3-yl)pyrazolo[1,5-a]pyridine OC=1C=C(C=2N(C1)N=CC2)C=2C=NC(=CC2)N2CCN(CC2)CC=2C=NC(=CC2)OC